C(#N)C=1C=C(C=CC1)C=1N=C(SC1C1=C(C(=NC(=C1)C)C)F)NC(=O)N1CC(C1)(C)O N-[4-(3-Cyanophenyl)-5-(3-fluoro-2,6-dimethyl-4-pyridyl)thiazol-2-yl]-3-hydroxy-3-methyl-azetidin-1-carboxamid